2,3-dihydro-benzo[1,4]dioxine-6-carboxylic acid [2-(6-oxa-1-aza-spiro[3.4]oct-1-yl)-benzooxazol-5-yl]-amide N1(CCC12COCC2)C=2OC1=C(N2)C=C(C=C1)NC(=O)C1=CC2=C(OCCO2)C=C1